C(C)[C@]1(CS(C2=C(N(C1)C1=CC=CC=C1)C=C(C(=C2)O\C=C(\C(=O)OCC)/F)SC)(=O)=O)CCC (S)-(Z)-ethyl 3-((3-Ethyl-7-(methylthio)-1,1-dioxido-5-phenyl-3-propyl-2,3,4,5-tetrahydro-1,5-benzothiaazepin-8-yl) oxy)-2-fluoroacrylate